FC=1C=C(C=2[C@H](CC[C@@H](C2C1)F)C1=C2C[C@H]([C@H](C2=C(C=C1)C=1N(N=CC1)C)O)F)C#N (5S,8R)-3,5-difluoro-8-[(1S,2R)-2-fluoro-1-hydroxy-7-(2-methylpyrazol-3-yl)-2,3-dihydro-1H-inden-4-yl]-5,6,7,8-tetrahydronaphthalene-1-carbonitrile